C(C)OC(C(=C(C1=CC=CC=C1)C1=CC=CC=C1)C#N)=O alpha-cyano-beta,beta-diphenylacrylic acid-ethyl ester